5-(3-(trifluoromethyl)phenyl)pyridin-2-amine FC(C=1C=C(C=CC1)C=1C=CC(=NC1)N)(F)F